F[C@H]1CN(C[C@H]1NC(=O)C1=NC=C(C2=CC(=NC=C12)NC1=NC(=NC=C1)N1C[C@]([C@@H](CC1)O)(C)F)C(C)C)C(=O)OC(C)(C)C tert-butyl (3S,4R)-3-fluoro-4-(6-((2-((3S,4R)-3-fluoro-4-hydroxy-3-methylpiperidin-1-yl)pyrimidin-4-yl)amino)-4-isopropyl-2,7-naphthyridine-1-carboxamido)pyrrolidine-1-carboxylate